ethyl-8-(2-{11-[(dimethylamino)methyl]icosyl} cyclopropyl)octanoate C(C)OC(CCCCCCCC1C(C1)CCCCCCCCCCC(CCCCCCCCC)CN(C)C)=O